FC1=CC=C(C=C1)NC(=O)C1(CCC1)C=1C=C2CCCN(C2=CC1)C(=O)[C@H]1OCCCC1 N-(4-fluorophenyl)-1-{1-[(2S)-oxane-2-carbonyl]-1,2,3,4-tetrahydroquinolin-6-yl}cyclobutane-1-carboxamide